bromophenyl-dichloropyrimidine ethyl-5-amino-2-(2-methoxy-4-pyridyl)oxazole-4-carboxylate C(C)OC(=O)C=1N=C(OC1N)C1=CC(=NC=C1)OC.BrC=1C(=NC(=NC1Cl)C1=CC=CC=C1)Cl